5-[4-amino-5-(trifluoromethyl)pyrrolo[2,1-f][1,2,4]triazin-7-yl]-N-[(3R,4S)-1-(2-chlorobenzoyl)-4-fluoropyrrolidin-3-yl]-2,6-dimethylpyridine-3-carboxamide NC1=NC=NN2C1=C(C=C2C=2C=C(C(=NC2C)C)C(=O)N[C@@H]2CN(C[C@@H]2F)C(C2=C(C=CC=C2)Cl)=O)C(F)(F)F